C(C)(C)N1CCN(CCC1)C1=NC=CC=C1 (4-isopropyl-1,4-diazepan-1-yl)pyridin